BrC1=NN2C(N=CCC2)=C1C 2-bromo-3-methyl-6,7-dihydropyrazolo[1,5-a]pyrimidin